(4-(trifluoromethyl)benzyl)(S)-2-((S)-2-cinnamamido-3-cyclohexylpropionamido)-3-((S)-2-oxopyrrolidin-3-yl)propane FC(C1=CC=C(CC[C@@H](C[C@H]2C(NCC2)=O)NC([C@H](CC2CCCCC2)NC(C=CC2=CC=CC=C2)=O)=O)C=C1)(F)F